ethyl 6-(((tert-butoxycarbonyl) amino) methyl)-3-chloropicolinate C(C)(C)(C)OC(=O)NCC1=CC=C(C(=N1)C(=O)OCC)Cl